r-dihydropyrazolo[1,5-a]pyrazine-5(4H)-carboxylate N1CC=C2N1C=CN(C2)C(=O)[O-]